C(C)(C)(C)C=1C=CC=2N(C3=CC=C(C=C3C2C1)C(C)(C)C)C1=CC=C(C(=O)O)C=C1 4-(3,6-di-tert-butyl-9H-carbazol-9-yl)benzoic acid